(R)-N-(1-(3-((5-cyanopyrimidin-2-yl)amino)pyrrolidin-1-yl)isoquinolin-6-yl)acrylamide C(#N)C=1C=NC(=NC1)N[C@H]1CN(CC1)C1=NC=CC2=CC(=CC=C12)NC(C=C)=O